C12C(C(C(C=C1)C2)C(=O)O)C(=O)O endo-cis-bicyclo[2.2.1]hept-5-ene-2,3-dicarboxylic acid